2,2-bis(2-aminopropoxy)propane 8-ethyl-8-tricyclo[5.2.1.0<2,6>]decyl-acrylate C(C)C1(C2C3CCCC3C(C1)C2)OC(C=C)=O.NC(COC(C)(C)OCC(C)N)C